ClC=1C=C(C=CC1F)C(=O)C1CC(CC1)(F)F (3-chloro-4-fluorophenyl)(3,3-difluorocyclopentyl)meth-anone